diphenyl(pyridin-3-yl)methylamine C1(=CC=CC=C1)N(CC=1C=NC=CC1)C1=CC=CC=C1